bicyclo[2.2.2]Oct-5-ene-2,3,7,8-tetracarboxylic acid C12C(C(C(C=C1)C(C2C(=O)O)C(=O)O)C(=O)O)C(=O)O